ClC1=C(C=CC(=C1)Cl)[C@@H](C)N1N=NC2=C1N=C(N=C2C)N2CC(C2)[C@@H]2CN(CCC2)CC(=O)O 2-((R)-3-(1-(3-((R)-1-(2,4-dichlorophenyl)ethyl)-7-methyl-3H-[1,2,3]triazolo[4,5-d]pyrimidin-5-yl)azetidin-3-yl)piperidin-1-yl)acetic acid